C(C1=CC=CC=C1)OC1=NC(=CC=C1N1C=NC2=C1C=CC(=C2)N2CCN(CC2)C(=O)OC(C)(C)C)OCC2=CC=CC=C2 tert-butyl 4-(1-(2,6-bis(benzyloxy)pyridin-3-yl)-1H-benzo[d]imidazol-5-yl)piperazine-1-carboxylate